ClC=1C=C(C=CC1Cl)C=1N(C(=CC(C1C(=O)OCC)=O)C=O)CC ethyl 2-(3,4-dichlorophenyl)-1-ethyl-6-formyl-4-oxo-pyridine-3-carboxylate